FC1=CC=C(C=C1)C(CNCC(=O)NC)C1=CC=CC=C1 2-[[2-(4-Fluorophenyl)-2-phenyl-ethyl]amino]-N-methyl-acetamide